1-(2,7-diazaspiro[3.5]nonan-2-yl)-2-hydroxy-ethanone 2,2,2-trifluoroacetic acid salt FC(C(=O)O)(F)F.C1N(CC12CCNCC2)C(CO)=O